Ethyl (S)-3-(2',4'-Difluorobiphenyl-4-yl)-3-(3-(4-hydroxy-1-methyl-2-oxo-1,2-dihydropyridin-3-yl)ureido)propanoat FC1=C(C=CC(=C1)F)C1=CC=C(C=C1)[C@H](CC(=O)OCC)NC(=O)NC=1C(N(C=CC1O)C)=O